ClC=1C=C(CC2(C(N=C3C=CC=CC3=N2)N)N)C=CC1 3-(3-chlorobenzyl)quinoxaline-2,3-diamine